CC1OCCCN(C1)CC1=CC(=C2CN(C(C2=C1)=O)C=1C=C(C=CC1)C1(CC(C1)C#N)CC1=NN=CN1C)C(F)(F)F (1r,3r)-3-(3-(6-((2-methyl-1,4-oxazepan-4-yl)methyl)-1-oxo-4-(trifluoromethyl)isoindolin-2-yl)phenyl)-3-((4-methyl-4H-1,2,4-triazol-3-yl)methyl)cyclobutane-1-carbonitrile